6-methoxy-2-(thiazol-2-yl)-3,4-dihydroisoquinoline COC=1C=C2CCN(CC2=CC1)C=1SC=CN1